2,2,3,3,4,4,5,5,6,6,7,7,7-tridecafluoro-N-(3-hydroxyoctyl)heptanamide FC(C(=O)NCCC(CCCCC)O)(C(C(C(C(C(F)(F)F)(F)F)(F)F)(F)F)(F)F)F